FC1=C2C(=CN=C1N1CCC(CC1)NC1CCOCC1)NC(=C2C(C)C)C=2C=C(C=1N(C2)N=CN1)OC 1-(4-fluoro-3-isopropyl-2-(8-methoxy-[1,2,4]triazolo[1,5-a]pyridin-6-yl)-1H-pyrrolo[2,3-c]pyridin-5-yl)-N-(tetrahydro-2H-pyran-4-yl)piperidin-4-amine